(R)-7a'-(((tert-Butyldiphenylsilyl)oxy)methyl)-6'-methylenehexahydrospiro[cyclopropane-1,1'-pyrrolizine] [Si](C1=CC=CC=C1)(C1=CC=CC=C1)(C(C)(C)C)OC[C@@]12CC(CN2CCC12CC2)=C